C(C)O\N=C(/N)\C1=NC(=C(C=C1)CS(=O)(=O)C)C1=NNC=C1C (Z)-N'-ethoxy-6-(4-methyl-1H-pyrazol-3-yl)-5-(methylsulfonyl)methylpyridineamidine